OC(C(=O)[O-])CC1=CC=CC=C1 2-hydroxy-3-phenylpropanoic acid anion